Ethyl 2-(4-(6-((tert-butoxycarbonyl)amino)hexanamido)piperidin-1-yl)thiazole-4-carboxylate C(C)(C)(C)OC(=O)NCCCCCC(=O)NC1CCN(CC1)C=1SC=C(N1)C(=O)OCC